BrC=1C=CC=C2C(=C(N=NC12)C(=O)N[C@H]1CCOC2=CC=CC=C12)OC 8-bromo-N-[(4S)-3,4-dihydro-2H-chromen-4-yl]-4-methoxycinnoline-3-carboxamide